FC1=CC=C(C=C1)CNC(=O)C=1C(=NC2=CC(=CC=C2C1C)C(F)(F)F)OC(C)C N-[(4-fluorophenyl)-methyl]-2-isopropoxy-4-methyl-7-(trifluoromethyl)-quinoline-3-carboxylic acid amide